C(C)(C)(C)C=1C=C(C(=C(C1)NC(OC1=CC=CC=C1)=O)OC([2H])([2H])[2H])NS(=O)(=O)C Phenyl (5-(tert-butyl)-2-(methoxy-d3)-3-(methylsulfonamido)phenyl)carbamate